CN(C(CN(CC1=NC2=CC=CC=C2C(N1)=O)C)=O)C1=CC=CC=C1 N-methyl-2-(methyl-((4-oxo-3,4-dihydroquinazolin-2-yl)methyl)amino)-N-phenylacetamide